[N+](=O)([O-])C1=C(C=CC=C1)NC(=O)NC=1SC=NN1 [(2-nitrophenyl)amino]-N-(1,3,4-thiadiazol-2-yl)carboxamide